N-((tert-butoxy)carbonyl)-N,N'-dimethylethylenediamine C(C)(C)(C)OC(=O)N(CCNC)C